N-(2,4-Dimethoxybenzyl)-4-(3-(dimethylamino)-3-(3-(trifluoromethyl)phenethyl)-piperidin-1-yl)-2,6-difluoro-N-(pyrimidin-2-yl)benzenesulfonamide COC1=C(CN(S(=O)(=O)C2=C(C=C(C=C2F)N2CC(CCC2)(CCC2=CC(=CC=C2)C(F)(F)F)N(C)C)F)C2=NC=CC=N2)C=CC(=C1)OC